O1CC(C1)NC(=O)C1=CN=CN=N1 N-(oxetan-3-yl)-1,2,4-triazine-6-carboxamide